4-[5-(3,5-dichloro-phenyl)-5-trifluoromethyl-4,5-dihydro-isoxazol-3-yl]-2-methyl-N-(2,2,2-trifluoro-ethyl)-benzamide ClC=1C=C(C=C(C1)Cl)C1(CC(=NO1)C1=CC(=C(C(=O)NCC(F)(F)F)C=C1)C)C(F)(F)F